C(C)NC(CCCCCCCCCCCC(=O)N)=O 13-(ethylamino)-13-oxotridecylamide